methyl 4-[1-(tert-butoxy carbonyl) pyrrolidin-3-yl]-2-ethylindazole-7-carboxylate C(C)(C)(C)OC(=O)N1CC(CC1)C=1C2=CN(N=C2C(=CC1)C(=O)OC)CC